ClCC1=CC=C(S1)C1=C(C(=NC(=C1C=1OC(=NN1)C)CCC1=CC=C(C=C1)F)CC(C)C)C(=O)N 4-[5-(chloromethyl)thiophen-2-yl]-6-[2-(4-fluorophenyl)ethyl]-5-(5-methyl-1,3,4-oxadiazol-2-yl)-2-(2-methylpropyl)pyridine-3-carboxamide